4-((2-((2-(1-(Cyclopropylsulfonyl)-1H-pyrazol-4-yl)pyrimidin-4-yl)amino)-5-((4-((2-morpholinoethyl)amino)phenyl)ethynyl)pyridin-4-yl)amino)cyclohexan-1-ol C1(CC1)S(=O)(=O)N1N=CC(=C1)C1=NC=CC(=N1)NC1=NC=C(C(=C1)NC1CCC(CC1)O)C#CC1=CC=C(C=C1)NCCN1CCOCC1